OCN1C(NC(C1(CO)NC(=O)N)=O)=O (3,4-bis-hydroxymethyl-2,5-dioxo-imidazolidin-4-yl)-urea